calcium chloride-dihydrate O.O.[Cl-].[Ca+2].[Cl-]